N[C@@H]1CC[C@H](CC1)[C@]1(OC=2C(=C(C=3CCN(C(C3C2C)=O)CC=2C(NC(=CC2C)C)=O)C=2OC=CC2)O1)C (S)-2-(trans-4-aminocyclohexyl)-6-((4,6-dimethyl-2-oxo-1,2-dihydropyridin-3-yl)methyl)-9-(furan-2-yl)-2,4-dimethyl-7,8-dihydro-[1,3]dioxolo[4,5-g]isoquinolin-5(6H)-one